[3-(2-Chloro-pyridin-4-yl)-2,6-dimethyl-7,8-dihydro-6H-9-oxa-1,3a,4,6-tetraaza-cyclopenta[a]naphthalen-5-yl]-piperidin-4-yl-methyl-amine ClC1=NC=CC(=C1)C1=C(N=C2N1N=C(C=1N(CCOC21)C)N(C)C2CCNCC2)C